methyl 2-bromo-2-[4-(trifluoromethyl)phenyl]acetate BrC(C(=O)OC)C1=CC=C(C=C1)C(F)(F)F